1-[[4-[2-[[2-(methoxymethyl)-6-methyl-pyrimidin-4-yl]amino]pyrazolo[1,5-a]pyridin-5-yl]-6-methyl-3-pyridyl]oxy]-2-methyl-propan-2-ol COCC1=NC(=CC(=N1)NC1=NN2C(C=C(C=C2)C2=C(C=NC(=C2)C)OCC(C)(O)C)=C1)C